4-[4-[4-(1,3-dioxolan-2-yl)-1-piperidyl]pyrazol-1-yl]-6-[2-(methoxymethoxy)phenyl]pyridazin-3-amine O1C(OCC1)C1CCN(CC1)C=1C=NN(C1)C1=C(N=NC(=C1)C1=C(C=CC=C1)OCOC)N